NC1(CNCCCC1)CCC1=CC(C(=C(O1)C(=O)OC)OCC1=CC=CC=C1)=O Methyl 6-(2-(3-aminoazepan-3-yl) ethyl)-3-(benzyloxy)-4-oxo-4H-pyran-2-carboxylate